OC(CO)(O)CO monohydroxyglycerol